ClC1=C(C=C(N)C=C1)C#CC1CC1 4-chloro-3-(cyclopropylethynyl)aniline